3-(1H-imidazol-5-yl)-2-[3-(trifluoromethyl)-1H-1,2,4-triazol-5-yl]imidazo[1,2-a]pyrimidine-6-carbonitrile N1C=NC=C1C1=C(N=C2N1C=C(C=N2)C#N)C2=NC(=NN2)C(F)(F)F